tri(pentafluorophenyl)boron FC1=C(C(=C(C(=C1B(C1=C(C(=C(C(=C1F)F)F)F)F)C1=C(C(=C(C(=C1F)F)F)F)F)F)F)F)F